[N+](=O)([O-])C1=CC(=CC2=C1NC(=N2)CC2CCOCC2)S(=O)(=O)NC(C2=CC=CC=C2)=O N-((7-nitro-2-((tetrahydro-2H-pyran-4-yl)methyl)-1H-benzo[d]imidazol-5-yl)sulfonyl)benzamide